(2,3-dihydro-1H-inden-4-yl)-6-methoxy-3-(1-(pyridin-4-yl)-1H-pyrazol-4-yl)-1H-pyrazolo[4,3-b]pyridine C1CCC2=C(C=CC=C12)N1N=C(C2=NC=C(C=C21)OC)C=2C=NN(C2)C2=CC=NC=C2